C1(CCCC1)N1N=CC=2C1=NC(=NC2NC=2N=CN(C2)C2=CC(=C(C(=C2)OC)OC)OC)C(=C)C 1-cyclopentyl-6-(prop-1-en-2-yl)-N-(1-(3,4,5-trimethoxyphenyl)-1H-imidazol-4-yl)-1H-pyrazolo[3,4-d]pyrimidin-4-amine